NC(C(=O)NS(=O)(=O)C=1C(=C(C(=CC1CCCCC)O)C1C(CCC(=C1)C)C(=C)C)O)C 2-amino-N-((2,6-dihydroxy-5'-methyl-4-pentyl-2'-(prop-1-en-2-yl)-1',2',3',4'-tetrahydro-[1,1'-biphenyl]-3-yl)sulfonyl)propanamide